BrC1=C(C(=C2N1CCN(C2)C(=O)NC(C)(C)C)C(=O)N)C2=CC(=CC=C2)F 6-bromo-7-(3-fluorophenyl)-N2-tert-butyl-3,4-dihydropyrrolo[1,2-a]pyrazine-2,8(1H)-dicarboxamide